(S)-(2-methyltetrahydropyrrole-2-yl)methanol C[C@@]1(NCCC1)CO